CN(C1CCC2=CC(=C(C=C12)F)C1=NC=2C=CNC(C2C(=C1)NC1=NC=C(C=C1)N1CCC(CC1)O)=O)C 2-[1-(dimethyl-amino)-6-fluoro-indan-5-yl]-4-[[5-(4-hydroxy-1-piperidyl)-2-pyridyl]amino]-6H-1,6-naphthyridin-5-one